tert-butyl (R)-3-((chlorocarbonyl)(1-methyl-1H-pyrrolo[2,3-c]pyridin-7-yl) amino)piperidine-1-carboxylate ClC(=O)N([C@H]1CN(CCC1)C(=O)OC(C)(C)C)C=1N=CC=C2C1N(C=C2)C